3-(2,3,4-trimethoxy-6-methylbenzoyl)-2-chloro-5-methoxypyridine COC1=C(C(=O)C=2C(=NC=C(C2)OC)Cl)C(=CC(=C1OC)OC)C